ClC=1N=NC(=C2C1C=NC=C2)NC=2C=C(C=CC2)O 3-((4-chloropyrido[3,4-d]pyridazin-1-yl)amino)phenol